2-[(1R)-3-(3-benzyloxypropoxy)-1-methyl-propoxy]-4-methyl-5-nitro-pyridine C(C1=CC=CC=C1)OCCCOCC[C@H](OC1=NC=C(C(=C1)C)[N+](=O)[O-])C